N1CC[C@@H](CCC1)NC(OCC1=CC=CC=C1)=O benzyl (R)-azepan-4-ylcarbamate